5-(8-cyanoquinolin-5-yl)-4-isopropyl-N-(1-isopropylpiperidin-4-yl)-1H-pyrazole-3-carboxamide C(#N)C=1C=CC(=C2C=CC=NC12)C1=C(C(=NN1)C(=O)NC1CCN(CC1)C(C)C)C(C)C